OCC([C@H](C[C@H]1C(NCC1)=O)NC(=O)[C@H]1N(C[C@H]2[C@@H]1CCC2)C(=O)C=2NC1=CC=CC(=C1C2)NC)=O (1S,3aR,6aS)-N-[(2S)-4-hydroxy-3-oxo-1-[(3S)-2-oxopyrrolidin-3-yl]butan-2-yl]-2-[4-(methylamino)-1H-indole-2-carbonyl]-hexahydro-1H-cyclopenta[c]pyrrole-1-carboxamide